CC1CN(C2=C(O1)C=C(C(=C2)C(=O)[O-])[N+](=O)[O-])C2COCC2 2-methyl-7-nitro-4-(tetrahydrofuran-3-yl)-3,4-Dihydro-2H-benzo[b][1,4]oxazine-6-carboxylate